3-Methyl-4-((6-(trifluoromethyl)pyridin-3-yl)methyl)-1H-pyrrol CC1=CNC=C1CC=1C=NC(=CC1)C(F)(F)F